5,8-bis(2,7-bis(4-(9H-carbazole-9-yl)phenyl)-9,9-dimethylacridine-10(9H)-yl)quinoxaline C1=CC=CC=2C3=CC=CC=C3N(C12)C1=CC=C(C=C1)C1=CC=2C(C3=CC(=CC=C3N(C2C=C1)C1=C2N=CC=NC2=C(C=C1)N1C=2C=CC(=CC2C(C2=CC(=CC=C12)C1=CC=C(C=C1)N1C2=CC=CC=C2C=2C=CC=CC12)(C)C)C1=CC=C(C=C1)N1C2=CC=CC=C2C=2C=CC=CC12)C1=CC=C(C=C1)N1C2=CC=CC=C2C=2C=CC=CC12)(C)C